CS(=O)(=O)C1=CC=C(C=C1)Cl 4-chlorophenyl methyl sulfone